C(C)(C)(C)C1=C(C=CC=C1OC=1C=C2C(=NC1)NC=C2)C2=CC=C(C=C2)C2NC(CC2)=O tert-butyl-3-((1H-pyrrolo[2,3-b]pyridin-5-yl)oxy)-4'-(5-oxopyrrolidin-2-yl)-[1,1'-biphenyl]